1,8-diaminotriethyleneglycol NC(COCCOCC(N)O)O